C1(CC1)C=1C=C(C=NC1)C1=NN=C(S1)C1(COC1)C1=CC=C(C=N1)N1C[C@@H](CCC1)N (R)-1-(6-(3-(5-(5-cyclopropylpyridin-3-yl)-1,3,4-thiadiazol-2-yl)oxetan-3-yl)pyridin-3-yl)piperidin-3-amine